FC=1N=C(SC1CN1[C@H](C[C@H](C1)OC=1C2=C(N=CN1)C=CO2)C)NC(C)=O N-(4-fluoro-5-(((2S,4R)-4-(furo[3,2-d]pyrimidin-4-yloxy)-2-methylpyrrolidin-1-yl)methyl)thiazol-2-yl)acetamide